BrC1(C)C(C=CC=C1)F 1-bromo-2-fluorotoluene